Ferrous tris(n-butyl-ethylphosphinate) C(CCC)P([O-])(=O)CC.C(CCC)P(O)(=O)CC.C(CCC)P([O-])(=O)CC.[Fe+2]